CC1=CC=C(COCC2=CC=C(C=C2)C)C=C1 (p-methylbenzyl)ether